4-(5-chloro-1-(oxetan-3-yl)-1H-indol-3-yl)piperidine-1-carboxylic acid tert-butyl ester C(C)(C)(C)OC(=O)N1CCC(CC1)C1=CN(C2=CC=C(C=C12)Cl)C1COC1